C(C=C)(=O)N1[C@@H](CCCC1)CNC(N)=O 3-[[(2S)-1-(prop-2-enoyl)piperidin-2-yl]methyl]urea